The molecule is a twelve-membered macrolide antibiotic that is biosynthesised by Streptomyces venezuelae. It has a role as a bacterial metabolite. It is a monosaccharide derivative, a macrolide antibiotic and an enone. It is a conjugate base of a novamethymycin(1+). C[C@H]1C[C@H](C(=O)/C=C/[C@]([C@H](OC(=O)[C@@H]([C@H]1O[C@H]2[C@@H]([C@H](C[C@H](O2)C)N(C)C)O)C)[C@@H](C)O)(C)O)C